C1(CC1)S(=O)(=O)NC=1SC=C(N1)CC(=O)NC1=C(C=C(C=C1)C=1C=NC=CC1)OC 2-(2-(cyclopropanesulfonylamino)thiazol-4-yl)-N-(2-methoxy-4-(pyridin-3-yl)phenyl)acetamide